1-(4-(dimethylamino)-3-tolyl)-3-((5-(2,6-dioxopiperidin-3-yl)-6-oxo-5,6-dihydro-4H-thieno[2,3-c]pyrrol-2-yl)methyl)urea CN(C1=C(C=C(C=C1)C)NC(=O)NCC1=CC2=C(C(N(C2)C2C(NC(CC2)=O)=O)=O)S1)C